C(C1=CC=CC=C1)OC1=NC(=CC=C1C1=NN(C2=C(C=CC=C12)[C@@H]1[C@H](CN(CC1)C(=O)OC(C)(C)C)O)C)OCC1=CC=CC=C1 Tert-butyl (3R,4R)-4-[3-(2,6-dibenzyloxy-3-pyridyl)-1-methyl-indazol-7-yl]-3-hydroxy-piperidine-1-carboxylate